dimethyl-4-((phenoxycarbonyl)amino)thiophene CC1=C(SC=C1NC(=O)OC1=CC=CC=C1)C